FC(CNC=1N=CC2=C(N1)NC=C2C2=CC1=C(N=C(S1)C)C=C2)(C)C N-(2-fluoro-2-methylpropyl)-5-(2-methylbenzo[d]thiazol-6-yl)-7H-pyrrolo[2,3-d]pyrimidin-2-amine